NC(C(CCC(=O)OC(C)(C)C)N1C(C2=CC=C(C=C2C1)C(CN(C(=O)C1CCC(CC1)C(F)(F)F)C)=O)=O)=O tert-Butyl 5-amino-4-(5-(N-methyl-N-((1r,4r)-4-(trifluoromethyl)cyclohexane-1-carbonyl)glycyl)-1-oxoisoindolin-2-yl)-5-oxopentanoate